NC1=C2N=CN(C2=NC(=N1)Cl)[C@H]1[C@@H]([C@@]([C@H](O1)CO[C@H](C(=O)O)CC1=CC=C(C=C1)N1C(NCCC1)=O)(O)C#C)O (S)-2-(((2R,3S,4R,5R)-5-(6-amino-2-chloro-9H-purin-9-yl)-3-ethynyl-3,4-dihydroxytetrahydrofuran-2-yl)methoxy)-3-(4-(2-oxotetrahydropyrimidin-1(2H)-yl)phenyl)propanoic acid